3-(4-(2,5-dichloropyrimidin-4-yl)-1H-pyrazol-1-yl)propanenitrile ClC1=NC=C(C(=N1)C=1C=NN(C1)CCC#N)Cl